3-(5-((4-(3,6-dichloropyridazin-4-yl)piperazin-1-yl)methyl)-1-oxoisoindolin-2-yl)piperidine-2,6-dione ClC=1N=NC(=CC1N1CCN(CC1)CC=1C=C2CN(C(C2=CC1)=O)C1C(NC(CC1)=O)=O)Cl